6-bromo-2,3-dihydro-[1,4]dioxino[2,3-f]quinolin-10-ol BrC=1C=C2C(=C3C(=CC=NC13)O)OCCO2